1-methyl-2-imidazolecarboxylic acid CN1C(=NC=C1)C(=O)O